FC(OC1=C(C(=CC(=C1)C=1N(N=C2C=C(C=C(C12)OCCCCOC1OCCCC1)C=1C=NN(C1)C)C)OC)C(=O)N1CC(C1)(C(F)(F)F)O)F [2-(difluoromethoxy)-6-methoxy-4-[2-methyl-6-(1-methylpyrazol-4-yl)-4-[4-(oxan-2-yloxy)butoxy]indazol-3-yl]phenyl]-[3-hydroxy-3-(trifluoromethyl)azetidin-1-yl]methanone